FC(C(=O)O)(F)F.NC(C1C2=CC=CC=C2C=2C=CC=CC12)C(=O)O.C(C)(C)(C)OOC1CC(CCC1)OOC(C)(C)C 1,3-di(tert-butyl-peroxy)cyclohexane amino-(9H-fluoren-9-yl)methyl-formate trifluoroacetate